adipic acid (hexanedioic acid) salt C(CCCCC(=O)O)(=O)O.C(CCCCC(=O)O)(=O)O